tert-butyl 3-((1-(3-(4-chlorophenyl)-1,2,4-oxadiazol-5-yl)piperidine-4-carboxamido) methyl)pyrrolidine-1-carboxylate ClC1=CC=C(C=C1)C1=NOC(=N1)N1CCC(CC1)C(=O)NCC1CN(CC1)C(=O)OC(C)(C)C